1-(3-(((1-isobutyl-6-((5-methylthiazol-2-yl)amino)-1H-pyrrolo[3,2-c]pyridin-4-yl)oxy)methyl)pyrrolidin-1-yl)prop-2-en-1-one C(C(C)C)N1C=CC=2C(=NC(=CC21)NC=2SC(=CN2)C)OCC2CN(CC2)C(C=C)=O